(R)-3-(6-(7-ethyl-5H-pyrrolo[2,3-b]pyrazin-2-yl)-2-(2-Hydroxy-2-methylpropionyl)-1,2,3,4-tetrahydroisoquinolin-8-yl)morpholine-4-carboxylic acid tert-butyl ester C(C)(C)(C)OC(=O)N1[C@@H](COCC1)C=1C=C(C=C2CCN(CC12)C(C(C)(C)O)=O)C=1N=C2C(=NC1)NC=C2CC